2-[(6-methyl-1H-1,3-benzodiazol-2-yl)methyl]-5-phenyl-1,2-dihydro-2,7-naphthyridin-1-one CC=1C=CC2=C(NC(=N2)CN2C(C3=CN=CC(=C3C=C2)C2=CC=CC=C2)=O)C1